The molecule is an amino tetrasaccharide that is 2-acetamido-3-O-(2-acetamido-beta-D-glucopyranosyl)-2-deoxy-alpha-D-galactopyranose in which the 2-acetamido-beta-D-glucopyranosyl moiety has been glycosylated at positions 3 and 4 by alpha-L-fucosyl and beta-D-galactopyranosyl groups, respectively. It is an amino tetrasaccharide and a member of acetamides. It derives from a beta-D-Galp-(1->4)-beta-D-GlcpNAc-(1->3)-alpha-D-GalpNAc and an alpha-L-Fucp-(1->3)-[beta-D-Galp-(1->4)]-beta-D-GlcpNAc. C[C@H]1[C@H]([C@H]([C@@H]([C@@H](O1)O[C@@H]2[C@H]([C@@H](O[C@@H]([C@H]2O[C@H]3[C@@H]([C@H]([C@H]([C@H](O3)CO)O)O)O)CO)O[C@@H]4[C@H]([C@H](O[C@@H]([C@@H]4O)CO)O)NC(=O)C)NC(=O)C)O)O)O